Cl.N1=CCC(C2=CC=CC=C12)=O Quinolin-4-one hydrochloride